BrC1=C(C=C(C(=C1)F)F)CBr 1-bromo-2-(bromomethyl)-4,5-difluorobenzene